1'-((1s,4s)-4-isopropylcyclohexyl)-3-oxo-2-(2-(2-oxopiperidin-1-yl)ethyl)-2,3-dihydro-1H-spiro[isoquinoline-4,4'-piperidine]-7-carbonitrile C(C)(C)C1CCC(CC1)N1CCC2(CC1)C(N(CC1=CC(=CC=C12)C#N)CCN1C(CCCC1)=O)=O